N-(1-hydroxypropan-2-yl)-2-methyl-5-((4-methylthiazol-5-yl)methoxy)benzofuran OCC(C)N1CSC(=C1C)COC=1C=CC2=C(C=C(O2)C)C1